5,5,9,13-tetramethyl-14,16-dioxatetracyclo[11.2.1.0~1,10~.0~4,9~]hexadecane CC1(C2CCC34C(C2(CCC1)C)CCC(OC3)(O4)C)C